2-(4-{2-[(4-chlorobenzoyl)amino]ethyl}phenoxy)-2-methylpropionic acid ClC1=CC=C(C(=O)NCCC2=CC=C(OC(C(=O)O)(C)C)C=C2)C=C1